FC(C=1C=C(C(=N)NO)C=CC1)F 3-(difluoromethyl)-N-hydroxy-benzamidine